N-(3-methylbut-2-en-1-yl)-N-(1,3-dimethyl-2,4-dioxo-1,2,3,4-tetrahydropyrimidin-5-yl)-3-(4-(4-chlorobenzoyl)piperazin-1-yl)propionamide CC(=CCN(C(CCN1CCN(CC1)C(C1=CC=C(C=C1)Cl)=O)=O)C=1C(N(C(N(C1)C)=O)C)=O)C